7-methoxyquinoline-3-carboxamide pyridine-2-carboxylate N1=C(C=CC=C1)C(=O)O.COC1=CC=C2C=C(C=NC2=C1)C(=O)N